3-((7-chloro-6-((4-((1R,2R)-2-hydroxycyclobutoxy)pyrazolo[1,5-a]pyrazin-3-yl)oxy)-1-methyl-1H-imidazo[4,5-b]pyridin-2-yl)amino)-1-methyl-5-(trifluoromethyl)pyridin-2(1H)-one ClC1=C2C(=NC=C1OC=1C=NN3C1C(=NC=C3)O[C@H]3[C@@H](CC3)O)N=C(N2C)NC=2C(N(C=C(C2)C(F)(F)F)C)=O